Cl.COC(C[C@H](C)N)=O (S)-3-amino-butyric acid methyl ester hydrochloride